N-(5-fluoropyridin-3-yl)-3-(1-methyl-1H-benzo[d][1,2,3]triazol-6-yl)-1H-pyrrolo[2,3-b]pyridine-5-carboxamide FC=1C=C(C=NC1)NC(=O)C=1C=C2C(=NC1)NC=C2C=2C=CC1=C(N(N=N1)C)C2